3-(pyridin-2-ylamino)-propionic acid ethyl ester C(C)OC(CCNC1=NC=CC=C1)=O